6-(6-(1-(8-Cyclopropyl-8-azabicyclo[3.2.1]octan-3-yl)piperidin-4-yl)-1,4-dimethyl-1H-benzo[d]imidazol-2-yl)-8-methoxy-[1,2,4]triazolo[1,5-a]pyridin C1(CC1)N1C2CC(CC1CC2)N2CCC(CC2)C=2C=C(C1=C(N(C(=N1)C=1C=C(C=3N(C1)N=CN3)OC)C)C2)C